(R)-cyclopropyl(methyl)-λ6-sulfanone C1(CC1)[SH2](=O)C